(3S)-3-(1-{5-cyclopentyl-1-[2-(trifluoromethyl)phenyl]-1H-1,2,4-triazol-3-yl}-N-methylformamido)-5-(3,3-difluoropiperidin-1-yl)-N-methyl-N-(1,3-thiazol-2-yl)pentanamide C1(CCCC1)C1=NC(=NN1C1=C(C=CC=C1)C(F)(F)F)C(=O)N(C)[C@H](CC(=O)N(C=1SC=CN1)C)CCN1CC(CCC1)(F)F